3-aminopropyl-(tri-dodecyloxysilane) NCCC[Si](OCCCCCCCCCCCC)(OCCCCCCCCCCCC)OCCCCCCCCCCCC